O1COC2=C1C=CC(=C2)C2=NNC(=C2)NC(=O)C2=NC=C(C=C2)NC2CCN(CC2)C N-(3-(benzo[d][1,3]dioxol-5-yl)-1H-pyrazol-5-yl)-5-((1-methylpiperidin-4-yl)amino)pyridine-2-carboxamide